N-(Trifluoroethyl)iminodiacetic acid FC(CN(CC(=O)O)CC(=O)O)(F)F